C(C)(=O)OC1C=C(C(C(C1)(C)C)C(C(=CC)C)=O)C 3,5,5-trimethyl-4-(2-methylbut-2-enoyl)cyclohex-2-en-1-yl acetate